2-hydroxy-N-(2-(4-methoxy-1H-indol-3-yl)ethyl)-4-methylbenzamide OC1=C(C(=O)NCCC2=CNC3=CC=CC(=C23)OC)C=CC(=C1)C